C(=O)C=1C(=NN(C1)CC(=O)O)C1=CC=CC=C1 (4-FORMYL-3-PHENYL-1H-PYRAZOL-1-YL)ACETIC ACID